2-fluoro-4-(1-(1-(3-(1-methyl-1H-pyrazol-4-yl)quinolin-6-yl)ethyl)-1H-[1,2,3]triazolo[4,5-b]pyrazin-6-yl)benzamide FC1=C(C(=O)N)C=CC(=C1)C1=CN=C2C(=N1)N(N=N2)C(C)C=2C=C1C=C(C=NC1=CC2)C=2C=NN(C2)C